2-(4,4-difluoropiperidin-1-yl)-4-nitropyridine FC1(CCN(CC1)C1=NC=CC(=C1)[N+](=O)[O-])F